FC=1C=C(C(=NC1)OC)[C@@H](C)N[S@](=O)C(C)(C)C (R)-N-((R)-1-(5-fluoro-2-methoxypyridin-3-yl)ethyl)-2-methylpropan-2-sulfinamide